C(C=C)(=O)O.C1(=CC=CC2=CC=CC=C12)OC1=CC=CC2=CC=CC=C12 naphthyl ether acrylate